O=C1N(C(CCC1N1C(C2=CC=C(C=C2C1)O[C@@H]1[C@H](CCC1)NC(OC(C)(C)C)=O)=O)=O)COCC[Si](C)(C)C tert-butyl ((1S,2S)-2-((2-(2,6-dioxo-1-((2-(trimethylsilyl)ethoxy)methyl)piperidin-3-yl)-1-oxoisoindolin-5-yl)oxy)cyclopentyl)carbamate